(3,7-bis(dimethyl-amino)-10H-phenothiazine-10-carbonyl)-alanyl-tyrosyl-methionine CN(C=1C=CC=2N(C3=CC=C(C=C3SC2C1)N(C)C)C(=O)N[C@@H](C)C(=O)N[C@@H](CC1=CC=C(C=C1)O)C(=O)N[C@@H](CCSC)C(=O)O)C